C(C)(C)C1=CC=C2SC=3C=CC(=CC3C(C2=C1)=O)[S+](C1=CC=C(C=C1)C)C1=CC=C(C=C1)C 7-isopropyl-9-oxo-10-thia-9,10-dihydroanthracen-2-yl-di-p-tolylsulfonium